ClC=1C=C(C=C(C1)Cl)C1(CCC1)OC(CC(C(=O)OCC(=O)O)=C)=O 2-((4-(1-(3,5-dichlorophenyl)cyclobutoxy)-2-methylene-4-oxobutanoyl)oxy)acetic acid